S[C@@H](C(=O)N[C@@H](CS)C(=O)O)C N-[(2R)-2-mercapto-1-oxopropyl]-L-cysteine